C(C)(C)(C)OC([C@@H](NC(=O)OCC1C2=CC=CC=C2C2=CC=CC=C12)CC1=CC=C(C=C1)O)=O Fmoc-L-tyrosine tert-butyl ester